N-(5-(2,6-Difluoro-4-(2-(pyrrolidin-1-yl)acetamido)phenyl)-1H-pyrazolo[3,4-c]pyridin-3-yl)-4-(4-methylpiperazin-1-yl)benzamide FC1=C(C(=CC(=C1)NC(CN1CCCC1)=O)F)C=1C=C2C(=CN1)NN=C2NC(C2=CC=C(C=C2)N2CCN(CC2)C)=O